[2-[2-[2-[2-[2-[2-[[2-(2,6-dioxo-3-piperidyl)-1,3-dioxo-isoindolin-4-yl]amino]ethoxy]ethoxy]ethoxy]ethoxy]ethoxy]ethyl]carbamate O=C1NC(CCC1N1C(C2=CC=CC(=C2C1=O)NCCOCCOCCOCCOCCOCCNC([O-])=O)=O)=O